3-(3-fluoro-2-methoxyanilino)-2-(3-{[(2S)-2-methyloxetan-2-yl]methoxy}pyridin-4-yl)-1,5,6,7-tetrahydro-4H-pyrrolo[3,2-c]pyridin-4-one FC=1C(=C(NC2=C(NC3=C2C(NCC3)=O)C3=C(C=NC=C3)OC[C@]3(OCC3)C)C=CC1)OC